C(=O)C1=CC=C(S1)C=1SC(=CC1)C(=O)O 5'-FORMYL-[2,2']BITHIOPHENYL-5-CARBOXYLIC ACID